Br.BrCC=1C=CC(=NC1)C 5-(bromomethyl)-2-methylpyridine Hydrobromide